FC([C@H](OC)C1=C2C(=NC=C1NC1=CC=C(C=C1)[C@@H](C(F)F)N(C(=O)C1CCN(CC1)C(=O)OC(C)(C)C)C)SC(=N2)C)F tert-butyl 4-(((S)-1-(4-((7-((R)-2,2-difluoro-1-methoxyethyl)-2-methylthiazolo[5,4-b]pyridin-6-yl)amino)phenyl)-2,2-difluoroethyl)(methyl)carbamoyl)piperidine-1-carboxylate